(S)-3-(4-methylpiperazin-1-yl)-6a,7,9,10-tetrahydropyrazino[1,2-d]pyrido[3,2-b][1,4]oxazin CN1CCN(CC1)C1=CC=2OC[C@H]3N(C2N=C1)CCNC3